Ethyl-2,4,6-tri-methylbenzoylphenylphosphinat C(C)C1=C(C=CC=C1)P([O-])(=O)C(C1=C(C=C(C=C1C)C)C)=O